N-(n-butyl)aminopropanol C(CCC)NC(CC)O